FC=1C(=NC(=NC1)NC=1C=NC(=CC1)C(C)O)C1=CNC2=C(C=CC=C12)NC([C@@H](COC)N1CCN(CC1)C)=O (R)-N-(3-(5-fluoro-2-((6-(1-hydroxyethyl)pyridin-3-yl)amino)pyrimidin-4-yl)-1H-indol-7-yl)-3-methoxy-2-(4-methylpiperazin-1-yl)propanamide